ethyl 1-[7-(3-chloro-1-isobutyl-1H-indazol-5-ylmethoxy)-5-fluoro-2H-chromen-3-ylmethyl]-azepane-4-carboxylate ClC1=NN(C2=CC=C(C=C12)COC1=CC(=C2C=C(COC2=C1)CN1CCC(CCC1)C(=O)OCC)F)CC(C)C